IBr iodine bromide